dioxo-1,2-thiazolidine O=C1C(NSC1)=O